(2S)-2-hydroxypropionic acid 2-[1-(4,4-dimethyl-1-cyclopenten-1-yl) ethoxy]-2-methylpropyl ester CC1(CC=C(C1)C(C)OC(COC([C@H](C)O)=O)(C)C)C